N1CCC(CC1)C(CCC)=O 1-(4-piperidyl)1-butanone